(Z)-3,3,3-trifluoro-1-phenylprop-1-en-2-yl 2-phenylacetate C1(=CC=CC=C1)CC(=O)O\C(=C/C1=CC=CC=C1)\C(F)(F)F